OC1=C(C=C(C=C1)OC(F)(F)F)C=N[C@@H](CCCN\C(\N)=N\[H])C(=O)O (E)-N2-{[2-hydroxy-5-(trifluoromethoxy)phenyl]methylidene}-L-arginine